C(C)(C)(C)OC(=O)N1CC=2C(CC1)=NN(C2N2C(N(C=C2)C=2C=C1C=NN(C1=CC2)C)=O)C2=CC(=C(C(=C2)C)F)C 2-(4-fluoro-3,5-dimethylphenyl)-3-[3-(1-methylindazol-5-yl)-2-oxoimidazol-1-yl]-6,7-dihydro-4H-pyrazolo[4,3-c]Pyridine-5-carboxylic acid tert-butyl ester